6-[(4-dimethylphosphoryl-2-fluoro-phenyl)methyl]-2-azaspiro[3.3]heptane CP(=O)(C)C1=CC(=C(C=C1)CC1CC2(CNC2)C1)F